ClC1=CC2=C(NC(=N2)C2=CC=C(C=C2)C2(COC2)C(=O)NC2=CC=C(C=C2)F)C=C1 3-(4-(5-chloro-1H-benzo[d]imidazol-2-yl)phenyl)-N-(4-fluorophenyl)oxetane-3-carboxamide